4-(Di-tert-Butylfluorosilyl)benzaldehyde C(C)(C)(C)[Si](C1=CC=C(C=O)C=C1)(F)C(C)(C)C